(R)-(cyclopropyl-(1H-pyrazol-3-yl)methyl)carbamic acid tert-butyl ester C(C)(C)(C)OC(N[C@@H](C1=NNC=C1)C1CC1)=O